4,6-di(octylthiomethyl)o-cresol C(CCCCCCC)SCC=1C=C(C(=C(C1)CSCCCCCCCC)O)C